8-((4-((cyclopropylmethyl)(4-fluoro-3-methoxyphenyl)amino)cyclohexyl)(methyl)amino)-5-methyl-6-oxo-5,6-dihydro-1,5-naphthyridine-2,7-dicarbonitrile C1(CC1)CN(C1CCC(CC1)N(C1=C(C(N(C=2C=CC(=NC12)C#N)C)=O)C#N)C)C1=CC(=C(C=C1)F)OC